3-bromo-1,7-naphthyridin-8-ol BrC=1C=NC2=C(N=CC=C2C1)O